C(C)N1C(NC2=C(C1=O)SC(=C2)CN2C(CN(CC2)C=2C=C(C(=NC2)C(=O)NC)F)=O)=O 5-(4-((3-ethyl-2,4-dioxo-1,2,3,4-tetrahydrothieno[3,2-d]pyrimidin-6-yl)methyl)-3-oxopiperazin-1-yl)-3-fluoro-N-methylpicolinamide